C(#N)C1=C(C=CC=C1CC1=CN=C(N1)C1=C(C=CC(=C1)OC=1C(=C2C=CNC2=CC1F)F)F)CCC(=O)O 3-(2-cyano-3-((2-(5-((4,6-difluoro-1H-indol-5-yl)oxy)-2-fluorophenyl)-1H-imidazol-5-yl)methyl)phenyl)propanoic acid